2,4,4',5-Tetrahydroxystilben OC1=C(C=C(C(=C1)O)O)C=CC1=CC=C(C=C1)O